N-(4-chlorophenyl)-N-methyl-2-(p-tolyl)-1H-imidazole-5-carboxamide ClC1=CC=C(C=C1)N(C(=O)C1=CN=C(N1)C1=CC=C(C=C1)C)C